C1(=CC=CC=C1)S(=O)(=O)OC(C#CC(C)(OC(C1=CC=CC=C1)=O)C)(C)C 2,5-dimethyl-hex-3-yne-2,5-diol benzoate benzenesulfonate